BrC1=C2C=NN(C2=CC2=C1C=CC=C2)C2OCCCC2 4-bromo-1-tetrahydropyran-2-yl-benzo[f]indazole